CN(C/C=C/C(=O)NC=1C=C(C(=O)NC2=CC=C(C=C2)NC2=NC=CC(=N2)C=2C(=NN3C2C=CC=C3)C3=CC=CC=C3)C=CC1)C (E)-3-(4-(dimethyl-amino)but-2-enamido)-N-(4-((4-(2-phenylpyrazolo[1,5-a]pyridin-3-yl)pyrimidin-2-yl)amino)phenyl)benzamide